ClC1=CC=2C3=C(C=NC2C=C1)N=C(N3[C@H]3C[C@H](OCC3)C)C3OCCC3 8-chloro-1-[(2R,4R)-2-methyltetrahydro-2H-pyran-4-yl]-2-(tetrahydrofuran-2-yl)-1H-imidazo[4,5-c]quinoline